C(C)(C)C1=C(C=CC=C1)C1N(CCN(C1)CC1=CC=C(C=C1)OCCOC)C1CC2(C1)CCN(CC2)C2=CC=C(C(=O)N)C=C2 4-(2-(2-(2-isopropylphenyl)-4-(4-(2-methoxyethoxyl)benzyl)piperazin-1-yl)-7-azaspiro[3.5]nonan-7-yl)benzamide